2-(6-chloropyridin-2-yl)acetic acid ClC1=CC=CC(=N1)CC(=O)O